C(CCCC(=O)O)(=O)O pentanedioic acid